(2S,3S,4R)-1-benzyl 2-methyl 3-allyl-4-hydroxy-3-((((4-(trifluoromethyl)phenyl)sulfonyl)oxy)methyl)pyrrolidine-1,2-dicarboxylate C(C=C)[C@]1([C@H](N(C[C@@H]1O)C(=O)OCC1=CC=CC=C1)C(=O)OC)COS(=O)(=O)C1=CC=C(C=C1)C(F)(F)F